(naphthyl)(dimethylfluorenyl)(carbazolyldimethylfluorenyl)amine C1(=CC=CC2=CC=CC=C12)N(C1=C(C(=C(C=2C3=CC=CC=C3CC12)C1=CC=CC=2C3=CC=CC=C3NC12)C)C)C1=C(C(=CC=2C3=CC=CC=C3CC12)C)C